FC(OC1=CC=C(C=C1)C(/C=C/C1=CC(=C(OCC(=O)O)C=C1)OC)=O)F 2-[4-[(E)-3-[4-(Difluoromethoxy)phenyl]-3-oxoprop-1-enyl]-2-methoxyphenoxy]acetic acid